4-methoxy-3-(N-phenethylsulfamoyl)benzoic acid COC1=C(C=C(C(=O)O)C=C1)S(NCCC1=CC=CC=C1)(=O)=O